tris(tert-butyldimethylsilyl)phosphine [Si](C)(C)(C(C)(C)C)P([Si](C)(C)C(C)(C)C)[Si](C)(C)C(C)(C)C